OB1OC(CC1)COC1=NC=CC(=C1)C=1C(=C2CCCC2=CC1)NC(=O)NS(=O)(=O)C1=NN(C=C1)C(C)C N-((5-(2-((2-hydroxy-1,2-oxaborolan-5-yl)methoxy)pyridin-4-yl)-2,3-dihydro-1H-inden-4-yl)carbamoyl)-1-isopropyl-1H-pyrazole-3-sulfonamide